FC(C(=O)O)(F)F.FC1=C(C=C(C=C1)NC1=NC=C(C(=N1)NC=1C=CC2=C(NC(O2)=O)C1)F)S(=O)(=O)C 5-(2-(4-fluoro-3-(methylsulfonyl)phenylamino)-5-fluoropyrimidin-4-ylamino)benzo[d]oxazol-2(3H)-one trifluoroacetate salt